C(C)(C)(C)C=1C=C(C=CC1)C=1C=C2CC(C(C2=CC1OC)NC(O[C@@H]1CN2CCC1CC2)=O)(C)C (S)-quinuclidin-3-yl (5-(3-(tert-butyl)phenyl)-6-methoxy-2,2-dimethyl-2,3-dihydro-1H-inden-1-yl)carbamat